NCCCCNC(CC[C@@H](C)[C@H]1CC[C@H]2[C@@H]3CCC4CCCC[C@]4(C)[C@H]3CC[C@]12C)=O N-(4-aminobutyl)cholanamide